OC1=C2C(C(=COC2=C(C(=C1)O)CN1CCC(CC1)CO)C1=CC=C(C=C1)OC)=O 5,7-dihydroxy-8-{[4-(hydroxymethyl)hexahydropyridin-1-yl]methyl}-3-(4-methoxyphenyl)-4H-chromen-4-one